4-oxo-N-[(6-{[3-(trifluoromethyl)piperidin-1-yl]methyl}imidazo[1,2-a]pyridin-2-yl)methyl]-4H-pyrido[1,2-a]pyrimidine-2-carboxamide O=C1C=C(N=C2N1C=CC=C2)C(=O)NCC=2N=C1N(C=C(C=C1)CN1CC(CCC1)C(F)(F)F)C2